(R)-N-(5-((2-(3-hydroxypyrrolidin-1-yl)ethyl)carbamoyl)-3-methylthiophene-2-yl)-2-(1-methyl-1H-pyrazol-4-yl)pyrazolo[5,1-b]thiazole-7-carboxamide O[C@H]1CN(CC1)CCNC(=O)C1=CC(=C(S1)NC(=O)C=1C=NN2C1SC(=C2)C=2C=NN(C2)C)C